CO[N] methoxy-nitrogen